FC=1C(=C(C=CC1F)[C@H]1[C@@H](O[C@]([C@H]1C)(C(F)(F)F)C)C=1NC(=CC(N1)=O)C)OC 2-((2R,3S,4S,5R)-3-(3,4-difluoro-2-methoxyphenyl)-4,5-dimethyl-5-(trifluoromethyl)tetrahydrofuran-2-yl)-6-methylpyrimidin-4(1H)-one